ClC1=CC=C(C=C1)C1N(C[C@@H](CC1(F)F)N1C(OCCCC1)=O)C(=O)O 4-chlorophenyl-(5R)-3,3-difluoro-5-(2-oxo-1,3-oxazepan-3-yl)piperidine-1-carboxylic acid